7-(2-methyl-4-(6-(trifluoromethyl)pyrido[3,2-d]pyrimidin-2-yl)phenyl)-1-(tetrahydro-2H-pyran-2-yl)-6,7-dihydro-1H-pyrazolo[3,4-f][1,4]oxazepin-8(5H)-one CC1=C(C=CC(=C1)C=1N=CC2=C(N1)C=CC(=N2)C(F)(F)F)N2CCOC1=C(C2=O)N(N=C1)C1OCCCC1